C(C)(C)(C)OC(=O)N1CC(C1)COC=1C=C(C=2N(C1)N=CC2C#N)C=2C=NC(=CC2)N2CCN(CC2)CC2=CC=CC=C2 3-(((4-(6-(4-benzylpiperazin-1-yl)pyridin-3-yl)-3-cyanopyrazolo[1,5-a]pyridin-6-yl)oxy)methyl)azetidine-1-carboxylic acid tert-butyl ester